stannyl chloride [SnH3]Cl